NC=1C(=NC=C(N1)N1CCC2(CC1)[C@@H](C1=CC=CC=C1C2)N)SC=2C(=C1C(N(C=NC1=CC2)CC(C)(C)O)=O)Cl (S)-6-((3-amino-5-(1-amino-1,3-dihydrospiro[inden-2,4'-piperidin]-1'-yl)pyrazine-2-yl)thio)-5-chloro-3-(2-hydroxy-2-methylpropyl)quinazolin-4(3H)-one